2-(6-Chloro-benzothiazol-2-ylamino)-1-methyl-1H-benzoimidazole-5-carboxylic acid [((R)-1-methyl-piperidin-3-ylcarbamoyl)-methyl]-amide CN1C[C@@H](CCC1)NC(=O)CNC(=O)C1=CC2=C(N(C(=N2)NC=2SC3=C(N2)C=CC(=C3)Cl)C)C=C1